2-methyl-4-(1-tetrahydropyran-2-yl-3-vinyl-pyrazolo[3,4-c]pyridin-5-yl)pyrazol-3-ol CN1N=CC(=C1O)C=1C=C2C(=CN1)N(N=C2C=C)C2OCCCC2